CN(C)C[C@@H]1CN(C[C@H]1O)C(=O)OC(C)(C)C tert-butyl (3R,4S)-3-[(dimethylamino)methyl]-4-hydroxy-pyrrolidine-1-carboxylate